FC(C1=CC=C(C=C1)C1=CN=CO1)F 5-(4-(difluoromethyl)phenyl)oxazole